{3',5'-dichloro-2'-[(5-methoxypyridine-3-sulfonyl)amino][1,1'-biphenyl]-4-yl}acetic acid ClC=1C(=C(C=C(C1)Cl)C1=CC=C(C=C1)CC(=O)O)NS(=O)(=O)C=1C=NC=C(C1)OC